tertbutyl-cresol C(C)(C)(C)C1=C(C(=CC=C1)O)C